[Mn+2].ClC1(N2CCN(CC(CN(CCN(CC1(C)C)C)CC2)(C)C)C)Cl Dichloro-3,3,5,10,10,12-hexamethyl-1,5,8,12-tetraazabicyclo[6.6.2]hexadecane Manganese(II)